C(\C=C\C(=O)O)(=O)O.N1=C2C(=CC=C1)CCC1=C(C2)C=CC=C1 6,11-dihydro-5H-benzo[5,6]cyclohepta[1,2-b]pyridine fumarate